methyl 1-((2-(trimethylsilyl)ethoxy)methyl)-7-vinyl-1H-pyrrolo[3,2-b]pyridine-5-carboxylate C[Si](CCOCN1C=CC2=NC(=CC(=C21)C=C)C(=O)OC)(C)C